C1(CCCC1)C=C(C(NC1=CC=C2C(=C1)NC(C21CCOCC1)=O)=O)NC(=O)C=1N(N=CC1)C N-{1-Cyclopentyl-3-oxo-3-[(2-oxospiro[1H-indole-3,4'-oxane]-6-yl)amino]prop-1-en-2-yl}-2-methylpyrazole-3-carboxamide